Cl.N1=CN=C(C=C1)C=1NC(=NN1)C1(CCNCC1)NC=1C=C(C(=O)N)C=CC1 3-(4-(5-(pyrimidin-4-yl)-4H-1,2,4-triazol-3-yl)piperidin-4-ylamino)benzamide hydrochloride